C1=CC=C(C=C1)N=NC2=CC=C(C=C2)N=NC3=C(C=CC4=CC(=CC(=C43)S(=O)(=O)[O-])S(=O)(=O)[O-])O The molecule is an organosulfonate oxoanion obtained by deprotonation of the sulfo groups of 7-hydroxy-8-{[4-(phenyldiazenyl)phenyl]diazenyl}naphthalene-1,3-disulfonic acid. It is a conjugate base of a 7-hydroxy-8-{[4-(phenyldiazenyl)phenyl]diazenyl}naphthalene-1,3-disulfonic acid.